ethyl (1S,2S)-2-(4-(1-((2R,5S)-4-(6-cyano-1-methyl-2-oxo-1,2-dihydropyrido[3,2-d]pyrimidin-4-yl)-2,5-diethylpiperazin-1-yl)ethyl)phenoxy)cyclopropane-1-carboxylate C(#N)C=1C=CC=2N(C(N=C(C2N1)N1C[C@H](N(C[C@@H]1CC)C(C)C1=CC=C(O[C@@H]2[C@H](C2)C(=O)OCC)C=C1)CC)=O)C